4,4'-diamino-benzanilide NC1=CC=C(C(=O)NC2=CC=C(C=C2)N)C=C1